3-(methylamino)-6-(trifluoromethyl)pyridin-2-one CNC=1C(NC(=CC1)C(F)(F)F)=O